O/C(/C(=O)[O-])=C/C(=O)[O-] Hydroxymaleat